FC=1C=C(C=CC1)C=1C(=CC(=CC1)S(=O)(=O)C)N 3'-fluoro-4-(methylsulfonyl)-[1,1'-biphenyl]-2-amine